CN1N=CC2=CC(=CC=C12)C1=C2N(N=C1C=1C=C(C=CC1)C)CCC2 1-Methyl-5-(2-(m-tolyl)-5,6-dihydro-4H-pyrrolo[1,2-b]pyrazol-3-yl)-1H-indazole